P(O)(=O)(OP(=O)(O)O)OC[C@@H]1[C@H]([C@H]([C@@](O1)(N1C=NC=2C(=O)NC(N)=NC12)OC)O)O methoxyguanosine diphosphate